(R)-10-((((9H-fluoren-9-yl)methoxy)carbonyl)amino)-12-(2-(5-methyl-2,4-dioxo-3,4-dihydropyrimidin-1(2H)-yl)acetyl)-2,5,8-trioxa-12-azatetradecan-14-oic acid C1=CC=CC=2C3=CC=CC=C3C(C12)COC(=O)N[C@@H](COCCOCCOC)CN(CC(=O)O)C(CN1C(NC(C(=C1)C)=O)=O)=O